COC1CC(C1)C(=O)NC1=CC(=C(C=C1)OC1=CN=C(S1)N1CCOCC1)C 3-Methoxy-N-(3-methyl-4-((2-morpholinothiazol-5-yl)oxy)phenyl)cyclobutane-carboxamide